BrC=1N=CN(C1)CC1=CC=C(C=C1)OC 4-bromo-1-(4-methoxybenzyl)-1H-imidazole